O1CC(C1)C1C(NCC(N1CC1=CC=C(C=C1)C(F)(F)F)=O)=O 6-(oxetan-3-yl)-1-(4-(trifluoromethyl)benzyl)piperazine-2,5-dione